trans-4-[[5-fluoro-4-[3-(2-oxo-1-piperidyl)phenyl]pyrimidin-2-yl]amino]cyclohexanecarboxylic acid FC=1C(=NC(=NC1)N[C@@H]1CC[C@H](CC1)C(=O)O)C1=CC(=CC=C1)N1C(CCCC1)=O